glutaryl-L-glutamic acid C(CCCC(=O)O)(=O)N[C@@H](CCC(=O)O)C(=O)O